(Z)-2-cyano-3-hydroxy-3-(5-methylisoxazol-4-yl)-N-(4-(N-phenylaminosulfonyl)phenyl)acrylamide C(#N)/C(/C(=O)NC1=CC=C(C=C1)S(=O)(=O)NC1=CC=CC=C1)=C(\C=1C=NOC1C)/O